FC(NS(=O)=O)(F)F N-trifluoromethyl-sulfonamide